C12CN(CCC2C1)C(=O)C1=CC=C(C=C1)C1=C(N(C=2N=CN=C(C21)N)C)C2=CC=C(C=C2)NC(C(=C)C)=O N-(4-(5-(4-(3-azabicyclo[4.1.0]heptane-3-carbonyl)phenyl)-4-amino-7-methyl-7H-pyrrolo[2,3-d]pyrimidin-6-yl)phenyl)methacrylamide